F[C@@H]1C2CC[C@@H](C[C@@H]1N(C)C1=CN=C(N=N1)C=1C=C3C=CN(C(C3=CC1OC)=O)C)N2C(=O)OC(C)(C)C tert-Butyl (2S,3S,5S)-2-fluoro-3-[[3-(7-methoxy-2-methyl-1-oxoisoquinolin-6-yl)-1,2,4-triazin-6-yl](methyl)amino]-8-azabicyclo[3.2.1]octane-8-carboxylate